3-{[(2-furan-2-ylethyl)amino]Methyl}azetidin-3-ol O1C(=CC=C1)CCNCC1(CNC1)O